1,2-di-O-octadecenyl-sn-glycero-3-phosphate choline OCC[N+](C)(C)C.C(=CCCCCCCCCCCCCCCCC)OC[C@@H](OC=CCCCCCCCCCCCCCCCC)COP(=O)(O)O